FC=1C=2N(C=C(C1)NC(=O)C1=CC=C(C3=CN(N=C13)CC1(CC1)OC1OCCCC1)N1CCN(CC1)C(=O)OC(C)(C)C)C=C(N2)C tert-butyl 4-[7-({8-fluoro-2-methylimidazo[1,2-a]pyridin-6-yl}carbamoyl)-2-{[1-(oxan-2-yloxy)cyclopropyl]methyl}indazol-4-yl]piperazine-1-carboxylate